1,1-Bis[4-(4-aminobenzyl)phenyl]cyclohexane NC1=CC=C(CC2=CC=C(C=C2)C2(CCCCC2)C2=CC=C(C=C2)CC2=CC=C(C=C2)N)C=C1